2-chloro-6-((2,6-difluoropyridin-3-yl)methoxy)pyrazine ClC1=NC(=CN=C1)OCC=1C(=NC(=CC1)F)F